C(CCCCCCC\C=C/C\C=C/C\C=C/CC)(=O)Cl alpha-linolenic acid chloride